C[C@@H]1OCC2([C@@H]1N)CCN(CC2)C2=NC1=C(C=3N2C=CN3)C(=CN1)C1=CC=CC3=CC=CC=C13 (3s,4s)-3-methyl-8-(9-(naphthalen-1-yl)-7H-imidazo[1,2-c]pyrrolo[3,2-e]pyrimidin-5-yl)-2-oxa-8-azaspiro[4.5]decan-4-amine